CC(CO)(C(C)O)CCC 2-methyl-2-propyl-1,3-butanediol